1-(2-((tert-Butyldimethylsilyl)oxy)ethyl)-2-methylpiperazine [Si](C)(C)(C(C)(C)C)OCCN1C(CNCC1)C